CN(CCNC(C1=CC=C(C=C1)[123I])=O)C N-(2-(dimethylamino)ethyl)-4-[123I]iodobenzamide